OC=1C2=C(N(C(C1C#N)=O)C)SC(=N2)C 7-hydroxy-2,4-dimethyl-5-oxo-thiazolo[5,4-b]pyridine-6-carbonitrile